(7S)-2-(((1-((6-isopropoxypyridin-3-yl)methyl)-1H-pyrazol-4-yl)methyl)amino)-4,7,8-trimethyl-7,8-dihydropteridin-6(5H)-one C(C)(C)OC1=CC=C(C=N1)CN1N=CC(=C1)CNC1=NC=2N([C@H](C(NC2C(=N1)C)=O)C)C